2-(6-((2-((3-methoxy-4-(piperazin-1-yl)phenyl)amino)-5-methylthieno[2,3-d]pyrimidine-4-yl)amino)pyridin-2-yl)propan-2-ol COC=1C=C(C=CC1N1CCNCC1)NC=1N=C(C2=C(N1)SC=C2C)NC2=CC=CC(=N2)C(C)(C)O